C(#N)CN1C[C@H]2NS(C=3C(OC[C@H]2C1)=C(N(C3)C)C(=O)NC3=CC(=C(C(=C3)F)F)F)(=O)=O cis-2-(Cyanomethyl)-7-methyl-N-(3,4,5-trifluorophenyl)-2,3,3a,4,10,10a-hexahydro-1H,7H-dipyrrolo[3,4-b:3',4'-f][1,4,5]oxathiazocin-8-carboxamid-5,5-dioxid